C(C)(C)(C)C=1C(=C(C=C(C1)OC)C1=C(C=CC=C1)C=1CC2=C(C=CC(=C2C1)C)C)OCOC 2-(3'-(tert-butyl)-5'-methoxy-2'-(methoxymethyloxy)-[1,1'-biphenyl]-2-yl)-4,7-dimethyl-1H-indene